BrC=1C=C2C[C@H]([C@@H](C2=CC1)NC(OC(C)(C)C)=O)O trans-tert-butyl (5-bromo-2-hydroxy-2,3-dihydro-1H-inden-1-yl)carbamate